ClC1=CC(=C(C=C1)C(C)C(C(=O)N)N1N=CC2=C(C1=O)C(=NN2C2CC2)C)F (1-(4-chloro-2-fluorophenyl)ethyl)-2-(1-cyclopropyl-3-methyl-4-oxo-1,4-dihydro-5H-pyrazolo[3,4-d]pyridazin-5-yl)acetamide